B(O)(O)O.FC1=C(C(=CC=C1F)OC)CC(O)(C)C(C)(C)O (2,3-difluoro-6-methoxyphenyl)pinacol borate